2-(1-amino-4-(4-amino-5-(4-phenoxyphenyl)-7H-pyrrolo[2,3-d]pyrimidin-7-yl)cyclohexyl)acetic acid methyl ester COC(CC1(CCC(CC1)N1C=C(C2=C1N=CN=C2N)C2=CC=C(C=C2)OC2=CC=CC=C2)N)=O